1-(1-(p-tolyl)vinyl)-1H-imidazole-5-carboxylic acid ethyl ester C(C)OC(=O)C1=CN=CN1C(=C)C1=CC=C(C=C1)C